OCCCCCCCCCCCC=CC=CC(=O)C(O)(C[N+](C)(C)C)CC([O-])=O Hydroxyhexadecadienoylcarnitine